tert-Butyl (2R,5S)-4-(7-(2-fluorophenyl)-1-(4-isopropyl-2,6-dimethylpyrimidin-5-yl)-6-methyl-2-oxo-1,2-dihydropyrido[2,3-d]pyrimidin-4-yl)-2,5-dimethylpiperazine-1-carboxylate FC1=C(C=CC=C1)C=1C(=CC2=C(N(C(N=C2N2C[C@H](N(C[C@@H]2C)C(=O)OC(C)(C)C)C)=O)C=2C(=NC(=NC2C)C)C(C)C)N1)C